CC=1C=C(C=C2C=NNC12)C[C@H](C(=O)O)NC(=O)N1CCC(CC1)C=1C(NC2=CC=CC=C2C1)=O (R)-3-(7-methyl-1H-indazol-5-yl)-2-(4-(2-oxo-1,2-dihydroquinolin-3-yl)piperidine-1-carboxamido)propanoic acid